C(C=C)(=O)N1C[C@@H](CC1)N1N=C(C=2C1=NC=NC2N)C(=O)NC=2OC1=C(N2)C=C(C=C1)F (R)-1-(1-acryloylpyrrolidin-3-yl)-4-amino-N-(5-fluorobenzo[d]oxazol-2-yl)-1H-pyrazolo[3,4-d]pyrimidine-3-carboxamide